2-tert-butyl 7-methyl (4R)-4-methyl-1,2,3,4-tetrahydroisoquinoline-2,7-dicarboxylate C[C@H]1CN(CC2=CC(=CC=C12)C(=O)OC)C(=O)OC(C)(C)C